FC(COC=1N=CC=2CCCC(C2C1)NC(=O)NCCC1(CC1)C(F)(F)F)(F)F 1-(3-(2,2,2-Trifluoroethoxy)-5,6,7,8-tetrahydroisoquinolin-5-yl)-3-(2-(1-(trifluoromethyl)cyclopropyl)ethyl)urea